3',4'-dichlorobiphenyl-2-amine ClC=1C=C(C=CC1Cl)C=1C(=CC=CC1)N